FC(C(=O)O)C(C=O)F 2,3-difluoro-4-oxobutanoic acid